Pyrrole-1-carboxylic acid tert-butyl ester oxalate C(C(=O)O)(=O)O.C(C)(C)(C)OC(=O)N1C=CC=C1